C(C)N1C=C(C=2N=C(NC(C21)=O)C=2C=C(C=CC2OCCC)S(=O)(=O)N2CCN(CC2)CCC(C(CC(=O)O)(C(=O)O)O)C(=O)O)CCC 2-{4-[3-(5-ethyl-4-oxo-7-propyl-4,5-dihydro-3H-pyrrolo[3,2-d]pyrimidin-2-yl)-4-propoxybenzene-1-sulfonyl]piperazin-1-yl}ethyl-2-hydroxypropane-1,2,3-tricarboxylic acid